FC=1C=C(C=C(C1)N1CCOCC1)\C=C(/C)\[C@@H](C=O)[C@H](\C=C\[C@@H]([C@H](CC[C@H](CC=O)O)C)OC(=O)N1CCN(CC1)C1CCCC1)C 4-cyclopentylpiperazine-1-carboxylic acid [(2s,3s,4E,6r,7s,10r)-2-[(E)-1-(3-fluoro-5-morpholin-4-ylphenyl) prop-1-en-2-yl]-10-hydroxy-3,7-dimethyl-12-oxo-1-oxododeca-4-en-6-yl] ester